BrC1\C=C/CCCCC1 (Z)-3-bromo-1-cyclooctene